ClC1=NC=C(C(=C1)N[C@@H]1CCN(CCC1)C(=O)OC(C)(C)C)C(=O)OCC tert-butyl (4S)-4-[(2-chloro-5-ethoxycarbonyl-4-pyridyl)amino]azepane-1-carboxylate